3-(2,2-dimethyl-1,2,5,6-tetrahydropyridin-3-yl)-1H-pyrrolo[2,3-b]pyridine CC1(NCCC=C1C1=CNC2=NC=CC=C21)C